racemic-tert-butyl 6-cyano-8-(2-phenylpropan-2-yl)-3,8-diazabicyclo[3.2.1]octane-3-carboxylate C(#N)C1C2CN(CC(C1)N2C(C)(C)C2=CC=CC=C2)C(=O)OC(C)(C)C